N-((3-fluoro-5-(trifluoromethyl)pyridin-2-yl)methyl)cyclopropanamine FC=1C(=NC=C(C1)C(F)(F)F)CNC1CC1